dimethyl-diphenyl-phosphine hydroxide [OH-].CC=1C(=C(C=CC1)PC1=CC=CC=C1)C